ClC=1C=CC(=NC1)S(=O)(C)=N (5-chloropyridin-2-yl)(imino)(methyl)-lambda6-sulfanone